C1(CC1)CS(=O)(=O)C1=C(C=C(C=C1)C1=NC=CC2=C1C(=NN2)OC(F)F)C 4-[4-(cyclopropylmethylsulfonyl)-3-methyl-phenyl]-3-(difluoromethoxy)-1H-pyrazolo[4,3-c]pyridine